2-(chloromethyl)-4-(difluoromethyl)pyridine ClCC1=NC=CC(=C1)C(F)F